(R)-7-chloro-6-(1,8-dioxa-2-azaspiro[4.5]dec-2-en-3-yl)-3',4-dimethoxy-5'-methyl-spiro[benzofuran-2,4'-cyclohex-2-ene]-1',3-dione ClC1=C(C=C(C=2C([C@@]3(C(=CC(CC3C)=O)OC)OC21)=O)OC)C2=NOC1(C2)CCOCC1